[4-(4,5-dichloro-thiazol-2-yloxy)-2,5-dimethyl-phenyl]-N-methyl-carboxamide ClC=1N=C(SC1Cl)OC1=CC(=C(C=C1C)C(=O)NC)C